NC(C(=O)NCCC1=C(NC2=C(C=C(C=C12)F)F)C1=CC=C(C=C1)F)=C (2S)-2-amino-N-[2-[5,7-difluoro-2-(4-fluorophenyl)-1H-indol-3-yl]ethyl]acrylamide